4-amino-6-bromo-2-(4-methoxybenzyl)-3-(o-tolyl)isoindolin-1-one NC1=C2C(N(C(C2=CC(=C1)Br)=O)CC1=CC=C(C=C1)OC)C1=C(C=CC=C1)C